FC=1C=C2CCCN(C2=CC1)C(=O)[C@H]1NC([C@@H]2[C@H]1OC(O2)(C)C)=O (3aS,6S,6aS)-6-(6-fluoro-1,2,3,4-tetrahydroquinoline-1-carbonyl)-2,2-dimethyltetrahydro-4H-[1,3]dioxolo[4,5-c]pyrrol-4-one